C12(CC(C1)C2)C(=O)NC=2C(=NC(=CC2C(=O)NC)Cl)Br 3-(bicyclo[1.1.1]pentane-1-carbonylamino)-2-bromo-6-chloro-N-methyl-pyridine-4-carboxamide